3-chloro-6-(5-((cyclopropyl((1s,4s)-4-hydroxy-4-methylcyclohexyl)amino)methyl)-1H-tetrazol-1-yl)picolinonitrile ClC=1C(=NC(=CC1)N1N=NN=C1CN(C1CCC(CC1)(C)O)C1CC1)C#N